5,5-difluoro-2-(4-methoxy-1H-indole-2-carbonyl)-N-(1-(2-oxodihydrofuran-3(2H)-ylidene)-3-(2-oxopyrrolidin-3-yl)propan-2-yl)-2-azabicyclo[2.2.2]octane-3-carboxamide FC1(C2C(N(C(C1)CC2)C(=O)C=2NC1=CC=CC(=C1C2)OC)C(=O)NC(C=C2C(OCC2)=O)CC2C(NCC2)=O)F